2H-pyrido[4,3-b][1,4]oxazin O1C2=C(N=CC1)C=NC=C2